3-bromo-5-ethylpyridin-2-amine BrC=1C(=NC=C(C1)CC)N